ClC=1C=C(C=C(C1)Cl)C1(CC(=NO1)N1CC=2C=NC(=CC2C1)C(=O)NCC1(CC1)C(F)(F)F)C(F)(F)F 2-(5-(3,5-dichlorophenyl)-5-(trifluoromethyl)-4,5-dihydroisoxazol-3-yl)-N-((1-(trifluoromethyl)cyclopropyl)methyl)-2,3-dihydro-1H-pyrrolo[3,4-c]pyridine-6-carboxamide